chromium triphenylchromium C1(=CC=CC=C1)[Cr](C1=CC=CC=C1)C1=CC=CC=C1.[Cr]